(S)-N-(6-Cyano-5-(trifluoromethyl)pyridin-3-yl)-3-(4-(4-fluorophenyl)-1H-1,2,3-triazol-1-yl)-2-hydroxy-2-methylpropanamide C(#N)C1=C(C=C(C=N1)NC([C@@](CN1N=NC(=C1)C1=CC=C(C=C1)F)(C)O)=O)C(F)(F)F